OC1=CC(=NC(=N1)C1=NN(C=C1)C)[O-].[Li+] Lithium 6-hydroxy-2-(1-methyl-1H-pyrazol-3-yl)pyrimidin-4-olate